myristoyl-methyl-β-alanine isostearate C(CCCCCCCCCCCCCCC(C)C)(=O)O.C(CCCCCCCCCCCCC)(=O)N(CCC(=O)O)C